1-((2-Fluorophenyl)(methylimino)methyl)cyclopentan-1-ol FC1=C(C=CC=C1)C(C1(CCCC1)O)=NC